C(C)OC(C(CC=1C=C(C=CC1)C(C(=O)O)(CCCC(CS(=O)(=O)CC(=O)OCC)(C)C)CO)C)=O 2-(3-(3-ethoxy-2-methyl-3-oxopropyl)phenyl)-7-((2-ethoxy-2-oxoethyl)sulfonyl)-2-(hydroxymethyl)-6,6-dimethylheptanoic acid